(S)-2-acetyl-8-(5-chloro-3-fluoropyridin-2-yl)-5-(1-(4-(trifluoromethyl)phenyl)ethyl)-2,5,8-triazaspiro[3.5]nonane-6,9-dione C(C)(=O)N1CC2(C1)N(C(CN(C2=O)C2=NC=C(C=C2F)Cl)=O)[C@@H](C)C2=CC=C(C=C2)C(F)(F)F